1-(pyridin-3-yl)cyclopropan-1-amine N1=CC(=CC=C1)C1(CC1)N